C1(=CCC(C=C1)(C1=CC=C(C=C1)N)N)C1=CC=CC=C1 [1,1':4,1''-terphenyl]-4,4''-diamine